(R)-N'-(((S)-2-fluoro-1,2,3,5,6,7-hexahydro-s-indacen-4-yl)carbamoyl)-3,3-dimethyl-2,3-dihydropyrazolo[5,1-b]oxazole-7-sulfonimidamide F[C@H]1CC2=CC=3CCCC3C(=C2C1)NC(=O)N=[S@](=O)(N)C=1C=NN2C1OCC2(C)C